C(O[C@H]1CN(CC1)C(CCS(=O)(=O)N1C[C@@H]([C@@H](CC1)C1=C(N=C(N1)C1=NC=C(C=C1)F)Cl)C)=O)(OC)=O [(3R)-1-[3-[[(3R,4R)-4-[4-Chloro-2-(5-fluoro-2-pyridyl)-1H-imidazol-5-yl]-3-methyl-1-piperidyl]sulfonyl]propanoyl]pyrrolidin-3-yl] methyl carbonate